CC=1C=2N(C=C(N1)C=1C=NN(C1)C)N=CC2C(=O)NC=2C(=NC=C(C2)NC(CN2[C@H](CCC2)C)=O)C (S)-4-methyl-6-(1-methyl-1H-pyrazol-4-yl)-N-(2-methyl-5-(2-(2-methylpyrrolidin-1-yl)acetamido)pyridin-3-yl)pyrazolo[1,5-a]pyrazine-3-carboxamide